N-(6-fluoro-2-((1r,4r)-4-(hydroxymethyl)cyclohexyl)-2H-indazol-5-yl)-6-(trifluoromethyl)pyridinecarboxamide FC=1C(=CC2=CN(N=C2C1)C1CCC(CC1)CO)NC(=O)C1=NC(=CC=C1)C(F)(F)F